C(C)S(=O)(=O)C1=CC=C(C=C1)CC(=O)NC1=CC=C(C=C1)N1CCNCC1 2-(4-ethylsulfonylphenyl)-N-(4-(piperazin-1-yl)phenyl)acetamide